N=1C=CN2C1C=CC=C2C2=C1CNC(C1=C(C=C2)NC2=NC=C(C=C2)N2CCN(CC2)C)=O 4-imidazo[1,2-a]pyridin-5-yl-7-[[5-(4-methylpiperazin-1-yl)-2-pyridyl]amino]isoindolin-1-one